1-(4-((4-(6-(1H-pyrazol-1-yl)pyridin-3-yl)piperazin-1-yl)methyl)-3-fluoropyridin-2-yl)-3-ethylurea N1(N=CC=C1)C1=CC=C(C=N1)N1CCN(CC1)CC1=C(C(=NC=C1)NC(=O)NCC)F